ClC1=CC(=C2C(=N1)C(=C(S2)C[C@@H](N)C(=O)NC2=NC=CC=C2)C)NCC=2OC=CC2 3-(5-chloro-7-([(furan-2-yl)methyl]amino)-3-methylthieno[3,2-b]pyridin-2-yl)-N-pyridin-2-yl-D-alaninamide